(S)-2-((4-(6-((4-cyano-2-fluorobenzyl)oxy)pyridin-2-yl)piperidin-1-yl)methyl)-5-(3-hydroxy-3-methylbut-1-yn-1-yl)-1-(oxetan-2-ylmethyl)-1H-benzo[d]imidazole-6-carboxylic acid C(#N)C1=CC(=C(COC2=CC=CC(=N2)C2CCN(CC2)CC2=NC3=C(N2C[C@H]2OCC2)C=C(C(=C3)C#CC(C)(C)O)C(=O)O)C=C1)F